C(C)C(C(=O)OC=1C(OC(C(CCCC)CC)=O)=CC(=CC1O)CC=C)CCCC 4-allyl-6-hydroxypyrocatechol di(2-ethylhexanoate)